2-((6-oxo-5-(trifluoromethyl)-1,6-dihydropyridazin-4-yl)amino)butanal-O-(2-oxo-2-(4-(5-(trifluoromethyl)pyrimidin-2-yl)piperazin-1-yl)ethyl) oxime O=C(CON=CC(CC)NC=1C=NNC(C1C(F)(F)F)=O)N1CCN(CC1)C1=NC=C(C=N1)C(F)(F)F